(1,3-dihydro-2-benzofuran-4-yl)methanesulfonyl chloride C1OCC2=C1C=CC=C2CS(=O)(=O)Cl